CN(C(CC1=CC=CC2=CC(=CC=C12)F)=O)C N,N-dimethyl(6-fluoro-1-naphthyl)acetamide